C(C)OC1=CN=CC(=N1)C1=CC=C(C=C1)NC(C(C)(C=1N=C(SC1)NS(=O)(=O)C(F)(F)F)C)=O N-(4-(6-ethoxypyrazin-2-yl)phenyl)-2-methyl-2-(2-((trifluoromethyl)sulfonylamino)thiazol-4-yl)propanamide